C(C1=CC=CC=C1)[N@@]1C(C1)C(=O)N(CC(=O)N([C@@H](C(C)C)C(=O)O)C)C N-(N-((S)-1-benzylaziridine-2-carbonyl)-N-methylglycinyl)-N-methyl-L-valine